C1(=CC=CC=C1)C(=O)NC1=C2N=CN(C2=NC=N1)C1CC2OP(OCC3OCC(OP(OCC2O1)([O-])=O)C3)=O 14-{6-[(phenylcarbonyl)amino]-9H-purin-9-yl}octahydro-12H-5,8-methanofuro[3,2-l][1,3,6,9,11,2,10]pentaoxadiphosphacyclotetradecin-10-olate 2,10-dioxide